C(CC)OCCN1N=CC=C1 1-(2-propoxyethyl)-1H-pyrazol